ClC1=CC=C2C(=C(N(C2=C1C=1C(=NN2C1CCCCC2)CO)C)C(=O)OCC)CCCOC2=CC(=CC1=CC=CC=C21)SCC2=CC=C(C=C2)OC Ethyl 6-chloro-7-(2-(hydroxymethyl)-5,6,7,8-tetrahydro-4H-pyrazolo[1,5-a]azepin-3-yl)-3-(3-((3-((4-methoxybenzyl) thio) naphthalen-1-yl) oxy) propyl)-1-methyl-1H-indole-2-carboxylate